BrC(OC=1C=NC(=NC1)N[C@@H]1C[C@H](CC1)NC1=CC=C(C=N1)N1CC2=NC=CC=C2C1=O)(F)F 6-(6-(((1S,3S)-3-((5-(bromodifluoromethoxy)pyrimidin-2-yl)amino)cyclopentyl)amino)pyridin-3-yl)-6,7-dihydro-5H-pyrrolo[3,4-b]pyridin-5-one